methyl 5-{5-[2-({2-[(5-bromo-2-nitrophenyl) amino] ethyl} (2,2,2-trifluoroethyl) amino) ethoxy]-1-methylpyrazol-4-yl}-1-methyl-6-oxopyridine-3-carboxylate BrC=1C=CC(=C(C1)NCCN(CCOC1=C(C=NN1C)C1=CC(=CN(C1=O)C)C(=O)OC)CC(F)(F)F)[N+](=O)[O-]